2-Chloro-5-((4-(2-(4-chlorophenyl)imidazo[1,2-a]pyridin-3-yl)-1H-1,2,3-triazol-1-yl)methyl)-aniline ClC1=C(N)C=C(C=C1)CN1N=NC(=C1)C1=C(N=C2N1C=CC=C2)C2=CC=C(C=C2)Cl